ClC=1C(=C(C=CC1)[C@@H]1N(OCC1)C1=CC(=NC=N1)NC=1C(=CC(=C(C1)NC(C=C)=O)N1CCC(CC1)N1CCN(CC1)C)OC)F N-(5-((6-((R)-3-(3-chloro-2-fluorophenyl)isoxazolidine-2-yl)pyrimidine-4-yl)amino)-4-methoxy-2-(4-(4-methylpiperazine-1-yl)piperidine-1-yl)phenyl)acrylamide